COC=1C=C2CN(CC2=CC1)C1=NC(=NC=C1)C1=NC=NC=C1 (5-Methoxyisoindolin-2-yl)-[2,4'-bipyrimidine]